C(CCCCCCCCCCCCCCCCC)(=O)C([C@@H](C(O)C(CCCCCCCCCCCCCCCCC)=O)O)O distearoyl-SN-glycerol